3,3'-bi(1,2,4-triazole) N1=NC(N=C1)=C1N=NC=N1